1-(3-(diethylamino)propyl)-4-(ethoxyphenyl)-1,4-dihydro-5H-tetrazole-5-thione C(C)N(CCCN1N=NN(C1=S)C1=C(C=CC=C1)OCC)CC